FC1C2(OCCO2)CCN(C1)C1=NC=CC(=N1)N (6-fluoro-1,4-dioxa-8-azaspiro[4.5]dec-8-yl)pyrimidin-4-amine